CN(C)CC1CN(CCO1)C(=O)C1=C(C=C(C=C1)NC=1C=2N(C=CN1)C(=CN2)C2=CC(=C(C=C2)OC)F)C [2-[(dimethylamino)methyl]morpholin-4-yl]-[4-[[3-(3-fluoro-4-methoxy-phenyl)imidazo[1,2-a]pyrazin-8-yl]amino]-2-methyl-phenyl]methanone